2-(4-aminophenyl)-2-hydroxy-1-(4-tritylpiperazin-1-yl)ethanone NC1=CC=C(C=C1)C(C(=O)N1CCN(CC1)C(C1=CC=CC=C1)(C1=CC=CC=C1)C1=CC=CC=C1)O